(4S)-7-chloro-6-(3-fluoro-2-pyridyl)-N-[(2R)-2-hydroxypropyl]-4-methyl-8-(trifluoromethyl)-4H-imidazo[1,2-a][1,4]benzodiazepine-2-carboxamide ClC1=C(C=CC2=C1C(=N[C@H](C=1N2C=C(N1)C(=O)NC[C@@H](C)O)C)C1=NC=CC=C1F)C(F)(F)F